C1=CC=C(C=C1)N(C2=CC=C(C=C2)N(C3=CC=C(C=C3)N(C4=CC=CC=C4)C5=CC=CC6=CC=CC=C65)C7=CC=C(C=C7)N(C8=CC=CC=C8)C9=CC=CC1=CC=CC=C19)C1=CC=CC2=CC=CC=C21 4,4',4''-tris(1-naphthylphenylamino)triphenylamine